C[C@H]1[C@@]([C@H]([C@@H](O1)O[C@@H]2[C@H]([C@@H]([C@H]([C@@H]([C@H]2O)OP(=O)(O)O)N=C(N)N)O)N=C(N)N)O)(CO)O The molecule is a scyllo-inositol phosphate compound having the phosphate group at the 6-position, guanidino groups replacing hydroxy functions at the 1-position and an alpha-L-lyxofuranosyl residue at the 4-position. It derives from a streptidine. It is a tautomer of an O-(1->4)-alpha-L-dihydrostreptosylstreptidine 6-phosphate zwitterion.